(((cyclopropylmethoxy)carbonyl)amino)benzoic acid C1(CC1)COC(=O)NC1=C(C(=O)O)C=CC=C1